NC=1C(=NC=C(C1)Br)OCCN(C(OC(C)(C)C)=O)C(C)C tert-Butyl N-[2-[(3-amino-5-bromopyridin-2-yl)oxy]ethyl]-N-(propan-2-yl)carbamate